tert-butyl 4-[[4-[5-acetyl-3-[3-(1-methylpyrazol-4-yl)-8-isoquinolyl]-6,7-dihydro-4H-pyrazolo[4,3-c]pyridin-1-yl]-1-piperidyl] methyl]-3,5-dimethylpiperidine-1-carboxylate C(C)(=O)N1CC2=C(CC1)N(N=C2C=2C=CC=C1C=C(N=CC21)C=2C=NN(C2)C)C2CCN(CC2)CC2C(CN(CC2C)C(=O)OC(C)(C)C)C